C(C)(C)(C)OC(=O)N1CC(C1)C#CC1=C(C(=CC=C1)Br)C 3-((3-bromo-2-methylphenyl)ethynyl)azetidine-1-carboxylic acid tert-butyl ester